7-fluoro-5-((2'-(5-bromoisoindolin-2-yl)-[2,4'-bipyrimidin]-4-yl)ethynyl)-1H-indazole FC=1C=C(C=C2C=NNC12)C#CC1=NC(=NC=C1)C1=NC(=NC=C1)N1CC2=CC=C(C=C2C1)Br